4-[1-(difluoromethyl)-4-methyl-2-(4-methylsulfonylphenyl)pyrrolo[3,2-c]pyridin-6-yl]benzaldehyde FC(N1C(=CC=2C(=NC(=CC21)C2=CC=C(C=O)C=C2)C)C2=CC=C(C=C2)S(=O)(=O)C)F